NC1=NC(=C(C=2N1N=C(N2)CC2=NC=CC=C2OC(F)F)C=2C=CC(N(C2)C)=O)C=2OC=CN2 5-(5-amino-2-[[3-(difluoromethoxy)pyridin-2-yl]methyl]-7-(1,3-oxazol-2-yl)-[1,2,4]triazolo[1,5-c]pyrimidin-8-yl)-1-methyl-1,2-dihydropyridin-2-one